FC1=CC=C(C=C1)C=1N=C2N(C(C1)=O)C=C(C=C2[C@H](C)NC2=C(C(=O)O)C=CC=C2)C (S)-2-((1-(2-(4-fluorophenyl)-7-methyl-4-oxo-4H-pyrido[1,2-a]pyrimidin-9-yl)ethyl)amino)benzoic acid